[1-[2-[2-fluoro-4-(trifluoromethyl)phenyl]-5-pyrrolidin-3-yl-pyrimidin-4-yl]pyrrolidin-3-yl]methanamine FC1=C(C=CC(=C1)C(F)(F)F)C1=NC=C(C(=N1)N1CC(CC1)CN)C1CNCC1